Phenyl-bis(2,4,6-trimethylbenzoyl)phosphine-oxide C1(=CC=CC=C1)P(C(C1=C(C=C(C=C1C)C)C)=O)(C(C1=C(C=C(C=C1C)C)C)=O)=O